Cl.C12CC(CC(CC1)N2)N(C=2SC1=NC(=CC=C1N2)C=2C=C(C=1N(C2)C=C(N1)C)C#N)C 6-{2-[(3-exo)-8-azabicyclo[3.2.1]oct-3-yl-(methyl)amino][1,3]thiazolo[5,4-b]pyridin-5-yl}-2-methylimidazo[1,2-a]pyridine-8-carbonitrile hydrochloride